FC(C1=C(OCC2=C(C=C(C=C2)C2C=3C(NC(C2)=O)=NNC3)OC)C=CC(=C1)C(F)(F)F)F (-)-4-(4-{[2-(Difluoromethyl)-4-(trifluoromethyl)phenoxy]methyl}-3-methoxyphenyl)-2H,4H,5H,6H,7H-pyrazolo[3,4-b]pyridin-6-on